ClC1=NC(=CC(=C1)CN1C=2C(CCC1)=NN(C2)C)C(F)(F)F 4-((2-Chloro-6-(trifluoromethyl)pyridin-4-yl)methyl)-2-methyl-4,5,6,7-tetra-hydro-2H-pyrazolo[4,3-b]pyridine